1-(methoxymethyl)-4-(4,4,5,5-tetramethyl-1,3,2-dioxaborolane-2-yl)-1H-pyrazole COCN1N=CC(=C1)B1OC(C(O1)(C)C)(C)C